Tert-Butyl 4-{2-[(4-{[6-(5-Chloro-2-Fluorophenyl)-3-Methylpyridazin-4-Yl]Amino}Pyridin-2-Yl)Carbamoyl]Ethyl}-3-(Hydroxymethyl)Piperazine-1-Carboxylate ClC=1C=CC(=C(C1)C1=CC(=C(N=N1)C)NC1=CC(=NC=C1)NC(=O)CCN1C(CN(CC1)C(=O)OC(C)(C)C)CO)F